C1(=CC=CC=C1)P(C1=CC=C[CH-]1)C1=CC=CC=C1.[C-]1(C=CC=C1)P(C1=CC=CC=C1)C1=CC=CC=C1.[Fe+2] 5,1'-bisdiphenylphosphinoferrocene